C1(CC1)C=1C(=C(N=NC1C(F)(F)F)OC1=C(C=C(C=C1)F)C)C(=O)NC1=CC(=CC=C1)[S@](=O)(=N)C (S)-5-cyclopropyl-3-(4-fluoro-2-methylphenoxy)-N-(3-(S-methylsulfonimidoyl)phenyl)-6-(trifluoromethyl)pyridazine-4-carboxamide